FC=1C=C(C=CC1)N1CCC(CC1)N 1-(3-fluorophenyl)piperidin-4-amine